FC12CC(C1)(C2)CN[C@@H]2[C@@H](CCCCC2)OC=2C=C1CN(C(C1=CC2)=O)C2C(NC(CC2)=O)=O 3-(5-(((1R,2S)-2-(((3-fluorobicyclo[1.1.1]pentan-1-yl)methyl)amino)cycloheptyl)oxy)-1-oxoisoindolin-2-yl)piperidine-2,6-dione